N-(2-methyl-5-(4-phenylpiperazine-1-carbonyl)phenyl)benzamide tert-butyl-((5-cyclohexylpyridin-2-yl)methyl)(4-fluorophenyl)carbamate C(C)(C)(C)OC(N(C1=CC=C(C=C1)F)CC1=NC=C(C=C1)C1CCCCC1)=O.CC1=C(C=C(C=C1)C(=O)N1CCN(CC1)C1=CC=CC=C1)NC(C1=CC=CC=C1)=O